FC1=CC=C(C=C1)CNC(=O)C1CCN(CC1)C1=C2C(=NC=N1)ON=C2C N-[(4-Fluorophenyl)methyl]-1-(3-methylisoxazolo[5,4-d]pyrimidin-4-yl)-4-piperidinecarboxamide